2-((4-((3S,4S)-3-(aminomethyl)-4-fluoropyrrolidin-1-yl)pyrimidin-5-yl)oxy)-N-ethyl-5-Fluoro-N-isopropylbenzamide NC[C@H]1CN(C[C@H]1F)C1=NC=NC=C1OC1=C(C(=O)N(C(C)C)CC)C=C(C=C1)F